C(C)(C)(C)OC(=O)N1CC=2N=C(N=C(C2CC1)OS(=O)(=O)C(F)(F)F)SC 2-(methylthio)-4-(((trifluoromethyl)sulfonyl)oxy)-5,8-dihydropyrido[3,4-d]pyrimidine-7(6H)-carboxylic acid tert-butyl ester